(2R,5S)-5-(aminomethyl)-2-[4-(2-chlorophenyl)phenyl]-1,4-thiazepan-3-one NC[C@H]1NC([C@H](SCC1)C1=CC=C(C=C1)C1=C(C=CC=C1)Cl)=O